ClC1=CC=C(C=C1)CCC1(CO1)C(C)(C)C 2-[(4-chlorophenyl-ethyl)]-2-tert-butyl ethylene oxide